NN1N=C(C(=N1)C1=NN=NN1)C1=NN=NN1 2-amino-4,5-bis(tetrazole-5-yl)-1,2,3-triazole